ethoxy(propoxy)nonylphenol C(C)OC=1C(=C(C=CC1)O)CCCCCCCCCOCCC